S1C(=NC=C1)C(=O)O thiazolic acid